IC1=NN(C=2CCCC(C12)=O)CC(F)(F)F 3-iodo-1-(2,2,2-trifluoroethyl)-6,7-dihydro-5H-indazol-4-one